ClC1=CC=C(C(=N1)C(=O)O)N[C@H](C)C1=C2N=C(C(=NC2=CC(=C1)C)C#N)N1C[C@@H](OC[C@H]1C)C 6-chloro-3-(((R)-1-(2-cyano-3-((2S,5R)-2,5-dimethylmorpholino)-7-methylquinoxalin-5-yl)ethyl)amino)picolinic acid